C1(=CC=CC=C1)[B-](C1=CC=CC=C1)(C1=CC=CC=C1)C1=CC=CC=C1.C(C)(C)(C)[NH+](C(C)(C)C)C(C)(C)C tri(t-butyl)ammonium tetraphenylborate